N-(5-((6-(3-(5-(tert-butyl)isoxazol-3-yl)ureido)-2-oxindole-3-ylidene)methyl)-2,4-dimethyl-1H-pyrrol-3-yl)pyrrolidine-2-carboxamide hydrochloride salt Cl.C(C)(C)(C)C1=CC(=NO1)NC(NC1=CC=C2C(C(NC2=C1)=O)=CC1=C(C(=C(N1)C)NC(=O)C1NCCC1)C)=O